[Ni].[Cr].[Fe].[Ni] nickel iron-chromium-nickel